[3-[3-(8-chloroisoquinolin-5-yl)-1H-pyrazolo[3,4-b]pyrazin-6-yl]-7-(5-methyl-1,2-oxazol-3-yl)-3-azabicyclo[4.1.0]heptan-7-yl]methanamine ClC=1C=CC(=C2C=CN=CC12)C1=NNC2=NC(=CN=C21)N2CC1C(C1CC2)(C2=NOC(=C2)C)CN